FC=1C=C(C2=CN(N=C2C1)C)B1OC(C(O1)(C)C)(C)C 6-fluoro-2-methyl-4-(4,4,5,5-tetramethyl-1,3,2-dioxaborolan-2-yl)indazole